C1=CC=C2C=3C(CC4N(C13)CCN(C4)CCCOC4=CC=C1C=CC(NC1=C4)=O)=CN2 7-(3-(4,6,6a,7,9,10-hexahydro-8H-pyrazino[1,2-a]pyrrolo[4,3,2-de]quinolin-8-yl)propoxy)quinolin-2(1H)-one